BrC1=CC=CC(N1)=O 6-bromopyridin-2(1H)-one